CC1=CC=C(C=C1)S(=O)(=O)OCC(C)(COS(=O)(=O)C1=CC=C(C)C=C1)COS(=O)(=O)C1=CC=C(C)C=C1 1,1,1-tri(p-toluenesulfonyloxy-methyl)ethane